NC=1C=C(C(=NC1Cl)C1=NC(=NC(=N1)NC(C(F)(F)F)C)NC(C(F)(F)F)C)F 6-(5-Amino-6-chloro-3-fluoropyridin-2-yl)-N2,N4-bis(1,1,1-trifluoropropan-2-yl)-1,3,5-Triazine-2,4-diamine